COC1=CC=C(C=C1)/C=C(/C#N)\C1=CC(=C(C(=C1)OCCCCCCCCCCCC)OCCCCCCCCCCCC)OCCCCCCCCCCCC (E)-3-(4-methoxyphenyl)-2-(3,4,5-tris(dodecyloxy)phenyl)acrylonitrile